(E)-8-decen-5-olide C1(CCCC(CC\C=C\C)O1)=O